1-methylcyclopropyl (4-((5-(1,6-dimethyl-1H-pyrazolo[3,4-b]pyridin-4-yl)-3-methyl-4,5,6,7-tetrahydro-1H-pyrazolo[4,3-c]pyridin-1-yl)methyl)bicyclo[2.2.2]octan-1-yl)carbamate CN1N=CC=2C1=NC(=CC2N2CC1=C(CC2)N(N=C1C)CC12CCC(CC1)(CC2)NC(OC2(CC2)C)=O)C